C(#N)C=1C(=NC(=C(C1C1=NC=C(C=C1)OCCOC)C#N)SCC1=NC=CC=C1)N1CC2(CN(C2)C(=O)OC(C)(C)C)C1 tert-butyl 6-(3',5'-dicyano-5-(2-methoxyethoxy)-6'-((pyridin-2-ylmethyl)thio)-[2,4'-bipyridin]-2'-yl)-2,6-diazaspiro[3.3]heptane-2-carboxylate